N-octadecenyl-2-methyl-3-t-butylcarbonyloxy-pyridin-4-one C(=CCCCCCCCCCCCCCCCC)N1C(=C(C(C=C1)=O)OC(=O)C(C)(C)C)C